N-(5-bromo-4-(2-(dimethylamino)ethoxy)pyridin-2-yl)-6-(2-fluoro-4-(5-methyl-1,2,4-oxadiazol-3-yl)phenyl)nicotinamide BrC=1C(=CC(=NC1)NC(C1=CN=C(C=C1)C1=C(C=C(C=C1)C1=NOC(=N1)C)F)=O)OCCN(C)C